C(C1=CC=CC=C1)OC1=C(C(=CC(=C1)O)O)C(=O)N1CC2=CC=CC(=C2C1)NC12COC(C1)(C2)C (2-(Benzyloxy)-4,6-dihydroxyphenyl)(4-((1-methyl-2-oxabicyclo[2.1.1]hexan-4-yl)amino)isoindolin-2-yl)methanone